SC=1N(C2=CC=CC=C2C1C=O)CC1=CC=C(C=C1)C 2-Mercapto-1-(4-methylbenzyl)-1H-indole-3-carbaldehyde